triisopropoxytitanium isostearate C(CCCCCCCCCCCCCCC(C)C)(=O)[O-].C(C)(C)O[Ti+](OC(C)C)OC(C)C